S1C(=NC2=C1C=CC=C2)C2=CC=C(C=C2)N(C2=CC=C(C=C2)C2=CC1=C(N=C(O1)C1=CC=CC=C1)C=C2)C2=CC=C(C=C2)C=2SC1=C(C2)C=CC=C1 N-(4-benzothiazol-2-yl-phenyl)-N-(4-benzothien-2-yl-phenyl)-N-{4-(2-phenyl-benzoxazol-6-yl)-phenyl}-amine